2-(Boc amino)-3-oxo-3-phenylpropionate C(=O)(OC(C)(C)C)NC(C(=O)[O-])C(C1=CC=CC=C1)=O